tert-butyl 2-(pyrrolidin-1-yl)-4-((1-(3,4,5-trimethoxyphenyl)-1H-imidazol-4-yl) amino)-5,6-dihydropyrido[3,4-d]pyrimidine-7(8H)-carboxylate N1(CCCC1)C=1N=C(C2=C(N1)CN(CC2)C(=O)OC(C)(C)C)NC=2N=CN(C2)C2=CC(=C(C(=C2)OC)OC)OC